COC(=O)C1=CC=C(O[C@H](C(=O)O)C)C=C1 (S)-2-(4-(methoxycarbonyl)phenoxy)propionic acid